N(=[N+]=[N-])CCCCCOCCCOCC(=O)N[C@H](C(=O)N1[C@@H](C[C@H](C1)O)C(=O)NCC1=CC=C(C=C1)C1=C(N=CS1)C)C(C)(C)C (2S,4R)-1-((S)-2-(2-(3-((5-azidopentyl)oxy)propoxy)acetamido)-3,3-dimethylbutanoyl)-4-hydroxy-N-(4-(4-methylthiazole-5-yl)benzyl)pyrrolidine-2-carboxamide